C(N)(OC(C[C@@H](C1CCCCCC1)C=1N=C2N(N=C(C(=C2)[C@@H](COC)N2C(N[C@@H](C2)C(F)(F)F)=O)Cl)C1)(C)C)=O ((S)-(6-chloro-7-((S)-2-methoxy-1-((S)-2-oxo-4-(trifluoromethyl)imidazolidine-1-yl)ethyl)imidazo[1,2-b]pyridazin-2-yl)(cycloheptyl)methyl)tert-butyl carbamate